amino-N-(4,5-dimethylthiazol-2-yl)-2-methylbenzamide NC=1C(=C(C(=O)NC=2SC(=C(N2)C)C)C=CC1)C